(2S,3S)-3-(2,4-difluorophenyl)-7-fluoro-4-oxo-2-(oxolan-3-yl)-2,3-dihydro-1H-quinoline-5-carboxylic acid methyl ester COC(=O)C=1C=2C([C@H]([C@@H](NC2C=C(C1)F)C1COCC1)C1=C(C=C(C=C1)F)F)=O